5-methyl-N-[2-(3-methylphenyl)-2-(4-morpholinyl)ethyl][1,2,4]triazolo[1,5-a]pyrimidin-7-amine CC1=NC=2N(C(=C1)NCC(N1CCOCC1)C1=CC(=CC=C1)C)N=CN2